Cl.C1(NCC2C1CCC2)C(=O)N octahydrocyclopenta[c]pyrrole-1-carboxamide hydrochloride